CC(CN1CCC(CC1)=O)C N-(2-methylpropyl)piperidin-4-one